6-[6-(difluoromethyl)pyridin-3-yl]-N-(1-hydroxypropan-2-yl)-3-oxo-2-(pyridin-3-yl)-2,3-dihydropyridazine-4-carboxamide FC(C1=CC=C(C=N1)C=1C=C(C(N(N1)C=1C=NC=CC1)=O)C(=O)NC(CO)C)F